[N+](=O)([O-])C1=CC=C(C=C1)OC(=O)O[C@H]1C[C@H](CC1)C1=NNC(=C1)NC=1C=C2C(CCC2=CC1)C#N (1R,3S)-3-{5-[(3-cyano-2,3-dihydro-1H-inden-5-yl)amino]-1H-pyrazol-3-yl}cyclopentyl [(4-nitrophenyl)oxy]methanoate